glyceryl ethylhexanoate dimethoxycinnamate CCCCC(C(=O)OC(COC(=O)/C=C/C1=CC=C(C=C1)OC)COC(=O)/C=C/C2=CC=C(C=C2)OC)CC